N-{3-[(2S,3R,4R,5R)-4-hydroxy-5-(hydroxymethyl)-3-methoxyoxolan-2-yl]propyl}hexadecanamide O[C@H]1[C@H]([C@@H](O[C@@H]1CO)CCCNC(CCCCCCCCCCCCCCC)=O)OC